C(#N)C1=NC=CC(=C1)COC1=C(C=2C(=NON2)C(=C1)OCC=1C=C(C=CC1)C1=CC=CC=C1)CN[C@H](CO)C(=O)O N-((5-((2-cyanopyridin-4-yl)methoxy)-7-([1,1'-biphenyl]-3-ylmethoxy)benzo[c][1,2,5]oxadiazol-4-yl)methyl)-D-serine